C1(=CC=CC=C1)C(CO)CCO 2-phenyl-1,4-butanediol